C(C)(C)(C)OC(=O)N1C2(CN(C2=O)CN[C@H](C(=O)N(C)C)[C@@H](C)O)CCC1 ((((2S,3R)-1-(dimethylamino)-3-hydroxy-1-oxobutan-2-yl)amino)methyl)-1-oxo-2,5-diazaspiro[3.4]octane-5-carboxylic acid tert-butyl ester